FC(C(CCCCOC(=O)C12CC3CC(CC(C1)C3)C2)(F)F)(S(=O)(=O)[O-])F.C2(=CC=CC=C2)[PH+](C2=CC=CC=C2)C2=CC=CC=C2 triphenylphosphonium 1,1,2,2-Tetrafluoro-6-(1-adamantancarbonyloxy)-hexane-1-sulfonate